[Si](C)(C)(C(C)(C)C)OCCN1CCC2=CC=CC=C12 1-(2-((tert-butyldimethylsilyl)oxy)ethyl)indoline